N#[Ga] gallium(III) nitride